3-(5-((2-(3-ethoxyazetidin-1-yl)cycloheptyl)oxy)-1-oxoisoindolin-2-yl)piperidine-2,6-dione C(C)OC1CN(C1)C1C(CCCCC1)OC=1C=C2CN(C(C2=CC1)=O)C1C(NC(CC1)=O)=O